tert-butyl (2-(5-(4-fluorobutyl)-3,6-dimethoxypyridin-2-yl)ethyl)carbamate FCCCCC=1C=C(C(=NC1OC)CCNC(OC(C)(C)C)=O)OC